Racemic-N-(1-(6,7-difluoro-4-oxo-3,4-dihydrophthalazin-1-yl)ethyl)-N-methylbenzo[d]thiazole-5-carboxamide FC=1C=C2C(NN=C(C2=CC1F)[C@@H](C)N(C(=O)C=1C=CC2=C(N=CS2)C1)C)=O |r|